BrC=1C=C([O-])C=C(C1)Br.[Li+] lithium 3,5-dibromophenoxide